N[C@@H]1CN(CC1)C1=NC2=CC=C(C=C2C(=N1)C1=CC(=C(C#N)C=C1)F)C1=CC(=C(C=C1)OC)F (S)-4-(2-(3-aminopyrrolidin-1-yl)-6-(3-fluoro-4-methoxyphenyl)quinazolin-4-yl)-2-fluorobenzonitrile